C(C)(=O)OC1O[C@@H]([C@@H]([C@@H]([C@H]1OC(C)=O)OC(C)=O)OC(C)=O)COC(C)=O (3R,4S,5S,6R)-6-(acetoxymethyl)tetrahydro-2H-pyran-2,3,4,5-tetrayl tetraacetate